[N+](=[N-])=CC(CC[C@@H](C(=O)O[C@H]1CCOCCC1)NC([C@H](C)OC)=O)=O (R)-oxepan-4-yl (S)-6-diazo-2-((S)-2-methoxypropanamido)-5-oxohexanoate